bis(4-(tert-butyl)phenyl)iodonium methyl-6-bromo-3-methyl-1H-indazole-1-carbodithioate CSC(=S)N1N=C(C2=CC=C(C=C12)Br)C.C(C)(C)(C)C1=CC=C(C=C1)[I+]C1=CC=C(C=C1)C(C)(C)C